6-(4-(3-chloro-4-fluorophenyl)-1-(tetrahydro-2H-pyran-4-yl)-1H-imidazol-5-yl)imidazo[1,2-b]pyridazine-3-carboxamide ClC=1C=C(C=CC1F)C=1N=CN(C1C=1C=CC=2N(N1)C(=CN2)C(=O)N)C2CCOCC2